C(C1=CC=CC=C1)O[C@H]1C[C@@H](N(C1)C#N)C(=O)N(C1=CC=C(C=C1)S(F)(F)(F)(F)F)C(C(=O)NC1CCC(CC1)(F)F)C=1C=NC=C(C1)F (2R,4S)-4-benzyloxy-1-cyano-N-[2-[(4,4-difluorocyclohexyl)amino]-1-(5-fluoro-3-pyridyl)-2-oxo-ethyl]-N-[4-(pentafluoro-λ6-sulfanyl)phenyl]pyrrolidine-2-carboxamide